methyl 2,5-dimethylpiperidine-4-carboxylate CC1NCC(C(C1)C(=O)OC)C